3,6-bis(benzyloxy)-7-bromonaphthalene-2-carboxylic acid C(C1=CC=CC=C1)OC=1C(=CC2=CC(=C(C=C2C1)OCC1=CC=CC=C1)Br)C(=O)O